ClC=1C(=C(C=C(C1)Cl)O)C=1N=NC(=CC1)Cl 3,5-dichloro-2-(6-chloropyridazin-3-yl)phenol